C(C)OC(=C)C1=CC(=CN2C1=NC(=CC2=O)C2=CC1=CN(N=C1C=C2)C)C 9-(1-ethoxyvinyl)-7-methyl-2-(2-methyl-2H-indazol-5-yl)-4H-pyrido[1,2-a]pyrimidin-4-one